4-fluoro-N-[4-fluoro-5-[2-(4-methyl-1,4-diazepan-1-yl)pyrimidin-5-yl]-2-[rac-(3R)-3,4-dimethylpiperazin-1-yl]phenyl]-2-(trifluoromethyl)benzamide FC1=CC(=C(C(=O)NC2=C(C=C(C(=C2)C=2C=NC(=NC2)N2CCN(CCC2)C)F)N2C[C@H](N(CC2)C)C)C=C1)C(F)(F)F |r|